ClC[C@@H](COC1=C(C=C(C=C1Cl)S(=O)(=O)C1=CC=C(C=C1)OC[C@H](CN1CCOCC1)O)Cl)O (R)-1-chloro-3-(2,6-dichloro-4-((4-((S)-2-hydroxy-3-morpholinopropoxy)phenyl)sulfonyl)phenoxy)propan-2-ol